C1C[C@H](O)[C@H](O1)CO 1,2-dideoxy-ribofuranose